3-chloro-5-((1-((4,6-dimethyl-2-oxo-1,2-dihydropyridin-3-yl)methyl)-6-oxo-4-(1,1,2,2-tetrafluoroethyl)-1,6-dihydropyrimidin-5-yl)oxy)benzonitrile ClC=1C=C(C#N)C=C(C1)OC1=C(N=CN(C1=O)CC=1C(NC(=CC1C)C)=O)C(C(F)F)(F)F